2-Amino-4-[6-chloro-8-fluoro-4-(3-oxa-7,9-diazabicyclo[3.3.1]nonan-9-yl)quinazolin-7-yl]-7-fluoro-benzothiophene-3-carbonitrile NC=1SC2=C(C1C#N)C(=CC=C2F)C2=C(C=C1C(=NC=NC1=C2F)N2C1COCC2CNC1)Cl